4-Acryloylmorpholin C(C=C)(=O)N1CCOCC1